NC(C(=O)O)C(C1=C(C=CC=C1)C(F)(F)F)(F)F 2-amino-3,3-difluoro-3-(2-(trifluoromethyl)phenyl)propanoic acid